ClC=1C=C2C(=C3C4(NC(NC13)=O)CCCCC4)OC(=C2)C(=O)N2CCN(CC2)CC(F)F 5'-chloro-2'-[4-(2,2-difluoroethyl)piperazine-1-carbonyl]-7',8'-dihydro-6'H-spiro[cyclohexane-1,9'-furo[2,3-f]quinazoline]-7'-one